2-fluoro-6-[(8-fluoro-2-methylquinolin-3-yl)oxy]phenylpropan-2-ol FC1=C(C(=CC=C1)OC=1C(=NC2=C(C=CC=C2C1)F)C)CC(C)O